C=CC(=O)O[C@]1([C@H]([C@@H]([C@H](O[C@@]1(OC(=O)C=C)OC2([C@H]([C@@H]([C@H](O2)CO)O)O)CO)CO)O)O)O sucrose diacrylate